2-(2-(cyclopropanesulfonamido)pyrimidin-4-yl)-N-(4-(6-isopropoxypyrazin-2-yl)phenyl)-2-methylpropanamide C1(CC1)S(=O)(=O)NC1=NC=CC(=N1)C(C(=O)NC1=CC=C(C=C1)C1=NC(=CN=C1)OC(C)C)(C)C